C(CCCCCC)N(CCCCCCC)CC(=O)OCCCCC 1-pentanol N,N-diheptylaminoacetate